(E)-N-(7-(2-(4,4-difluoro-cyclohexyl)vinyl)benzo-[d]oxazol-5-yl)acrylamide FC1(CCC(CC1)/C=C/C1=CC(=CC=2N=COC21)NC(C=C)=O)F